3-(3-(4-(Chloromethyl)phenyl)-5-(2-fluorophenyl)-3H-imidazo[4,5-b]pyridin-2-yl)pyridin-2-amine ClCC1=CC=C(C=C1)N1C(=NC=2C1=NC(=CC2)C2=C(C=CC=C2)F)C=2C(=NC=CC2)N